O=C1N(C=CC=C1C(=O)OC)[C@H](C)C1=CC=CC=C1 methyl (R)-2-oxo-1-(1-phenylethyl)-1,2-dihydropyridine-3-carboxylate